ClC1=CC=C(S1)CNC1=CC(=NN1)C1CCN(CC1)CC(F)(F)F N-[(5-Chlorothiophen-2-yl)methyl]-3-[1-(2,2,2-trifluoroethyl)piperidin-4-yl]-1H-pyrazol-5-amin